C1=CC=CC=2C3=CC=CC=C3C(C12)COC(=O)N[C@@H]([C@H](OCC1=CC=CC=C1)C)C(=O)O N-(9-fluorenylmethoxycarbonyl)-O-benzylthreonine